Dimethyl 4,4'-((9,10-anthraquinone-2,6-diyl)dioxy)dibutyrate C1=C(C=CC=2C(C3=CC(=CC=C3C(C12)=O)OCCCC(=O)OC)=O)OCCCC(=O)OC